oxo-1,6-dihydropyridine-2-carboxamide O=C1C=CC=C(N1)C(=O)N